N-((5-chloro-6-((3-methylisoxazol-5-yl)methoxy)-1H-indol-2-yl)methyl)-1-methyl-2-oxopyrrolidine-3-carboxamide ClC=1C=C2C=C(NC2=CC1OCC1=CC(=NO1)C)CNC(=O)C1C(N(CC1)C)=O